N-(3-fluoro-4-methyl-5-nitrophenyl)-2-(1-fluorocyclopropyl)isonicotinamide FC=1C=C(C=C(C1C)[N+](=O)[O-])NC(C1=CC(=NC=C1)C1(CC1)F)=O